CC=1C=NC2=CC=C(C=C2N1)C(F)(F)F 3-methyl-6-(trifluoromethyl)quinoxaline